N-[4-(benzyloxy)phenyl]-3-{2,2-dimethyl-8-[3-(trifluoromethyl)phenyl]-2H-chromen-6-yl}acrylamide C(C1=CC=CC=C1)OC1=CC=C(C=C1)NC(C=CC=1C=C2C=CC(OC2=C(C1)C1=CC(=CC=C1)C(F)(F)F)(C)C)=O